C(N)(OCC1=C(C=CC(=C1)C1=NN(N=C1)C1=C(C=C(C=C1F)C1CC1)F)C)=O [5-[2-[4-cyclopropyl-2,6-difluorophenyl]-2H-1,2,3-triazol-4-yl]-2-methylbenzyl] carbamate